(5-fluoro-2-(2H-1,2,3-triazol-2-yl)phenyl)((1S,4S,6R)-6-((5-methylpyrazin-2-yl)amino)-2-azabicyclo[2.2.1]hept-2-yl)methanone FC=1C=CC(=C(C1)C(=O)N1[C@@H]2[C@@H](C[C@H](C1)C2)NC2=NC=C(N=C2)C)N2N=CC=N2